Cl[Ru](C1(C(=C(C(=C1C)C)C)C)C)Cl Dichloro(pentamethylcyclopentadienyl)ruthenium (III)